N-(4-(Phenylsulfonamidomethyl)benzyl)-4-((pyrimidin-2-ylamino)methyl)benzamid C1(=CC=CC=C1)S(=O)(=O)NCC1=CC=C(CNC(C2=CC=C(C=C2)CNC2=NC=CC=N2)=O)C=C1